C1(CC1)C1=C(CC(=CN1)C(=O)[O-])C(=O)[O-] 6-cyclopropyl-1,4-dihydropyridine-3,5-dicarboxylate